2-amino-3-(4-hydroxy-3-methylphenyl)propanoic acid NC(C(=O)O)CC1=CC(=C(C=C1)O)C